2,3,5-tri-n-octylpyrrole C(CCCCCCC)C=1NC(=CC1CCCCCCCC)CCCCCCCC